C1(=CC=CC=C1)C(C#N)CCC1=CC=CC=C1 2,4-diphenylbutyronitrile